tert-butyl 6-(4-(tert-butoxycarbonyl)piperazin-1-yl)-2',6'-dioxospiro[indoline-3,3'-piperidine]-1-carboxylate C(C)(C)(C)OC(=O)N1CCN(CC1)C1=CC=C2C(=C1)N(CC21C(NC(CC1)=O)=O)C(=O)OC(C)(C)C